N-(2,6-difluorobenzyl)propanamide FC1=C(CNC(CC)=O)C(=CC=C1)F